FC1(CN(CCC1)CC1=C(C=CC=C1)C1=CC=C(C=C1)C=1C=CC2=C(NC(=N2)C)C1)F 6-(2'-((3,3-DifluoroAzinan-1-yl)Methyl)-[1,1'-Biphenyl]-4-yl)-2-Methyl-1H-benzo[d]imidazol